N-[1-[(2R,3R,4R,5R)-5-(azidomethyl)-4-hydroxy-3-methoxy-tetrahydrofuran-2-yl]-2-oxo-pyrimidin-4-yl]benzamide N(=[N+]=[N-])C[C@@H]1[C@H]([C@H]([C@@H](O1)N1C(N=C(C=C1)NC(C1=CC=CC=C1)=O)=O)OC)O